FC1(CCN(CC1)C1COC1)CNC1=C(C=C(C=C1)S(=O)(=O)N)[N+](=O)[O-] 4-(((4-fluoro-1-(oxetan-3-yl)piperidin-4-yl)methyl)amino)-3-nitrobenzenesulfonamide